C12CC(CC(C1)C2)NC2=C(C=C(C=C2C)NC(=O)C=2N=C(OC2CC)N2CC(C2)(CC)CC)F N-(4-(bicyclo[3.1.1]heptan-3-ylamino)-3-fluoro-5-methylphenyl)-2-(3,3-diethylazetidin-1-yl)-5-ethyloxazole-4-carboxamide